FC1=C(C=CC=C1)C=1C(=CC=CC1)C1=C(C=CC=C1)N1C=NC2=C1C=CC=C2 1-(2''-fluoro-[1,1':2',1''-terphenyl]-2-yl)-1H-benzo[d]imidazole